2-(4-chloro-2-(trifluoromethyl)phenyl)hexahydroimidazo[1,5-a]pyrazine-3(2H)-one hydrochloride Cl.ClC1=CC(=C(C=C1)N1C(N2C(CNCC2)C1)=O)C(F)(F)F